C(#N)C1C(OC=C1)=O Cyanofuranone